C1OCCC12CN(CC2)C2=NC=C(C=N2)OC2=CN=C(S2)NC(=O)C21CC(C2)(C1)OC N-(5-((2-(2-oxa-7-azaspiro[4.4]nonan-7-yl)pyrimidin-5-yl)oxy)thiazol-2-yl)-3-methoxybicyclo[1.1.1]pentane-1-carboxamide